(S)-3-bromo-N-(1-(1-(5-((dimethyl(oxo)-λ6-sulfaneylidene)amino)pyridin-2-yl)-1H-1,2,4-triazol-5-yl)ethyl)-N-ethyl-5-(trifluoromethyl)benzamide BrC=1C=C(C(=O)N(CC)[C@@H](C)C2=NC=NN2C2=NC=C(C=C2)N=S(=O)(C)C)C=C(C1)C(F)(F)F